6-chloro-1-(2-(difluoromethoxy)-5-((2-methoxyethyl)sulfonyl)phenyl)-3-methyl-1H-pyrazolo[4,3-c]Pyridine ClC1=CC2=C(C=N1)C(=NN2C2=C(C=CC(=C2)S(=O)(=O)CCOC)OC(F)F)C